NC1=C2C=NC(=NC2=CC(=C1)N1C(OC[C@@H]1C)=O)NC1=C(C=C2CCN(CC2=C1)C)OC (S)-3-{5-amino-2-[(6-methoxy-2-methyl-1,2,3,4-tetrahydroisoquinolin-7-yl)amino]quinazolin-7-yl}-4-methyl-1,3-oxazolidin-2-one